C(C)(C)(C)OC(=O)N([C@@H]1CCC=2N(C3=CC=CC=C3C2C1)C(=O)OC(C)(C)C)C1=NC(=NC=2N1N=CC2C(COC)C)C=2C=NC=C(C2)F tert-butyl (3R)-3-[tert-butoxycarbonyl-[2-(5-fluoro-3-pyridyl)-8-(2-methoxy-1-methyl-ethyl)pyrazolo[1,5-a][1,3,5]triazin-4-yl]amino]-1,2,3,4-tetrahydrocarbazole-9-carboxylate